CC1=NN(C(=C1)C)C1=NN(C(C=C1)=O)C1CCN(CC1)C(=O)NC1=C(C=CC=C1)OC 4-[3-(3,5-dimethylpyrazol-1-yl)-6-oxopyridazin-1-yl]-N-(2-methoxyphenyl)piperidine-1-carboxamide